5-(4,4,5,5-tetramethyl-1,3,2-dioxaborolan-2-yl)thiophene-3-carbonitrile CC1(OB(OC1(C)C)C1=CC(=CS1)C#N)C